C(C1=CC=CC=C1)N(C(=O)OCCCC\C=C(\CC1(SCCCS1)C=1OC=CC1)/Br)[C@H]1[C@@H](NC(C1(C)C)=O)C1=CC=CC=C1 (Z)-6-bromo-7-(2-(furan-2-yl)-1,3-dithian-2-yl)hept-5-en-1-ol benzyl-(trans-4,4-dimethyl-5-oxo-2-phenylpyrrolidin-3-yl)carbamate